C12(CCC1)CC1CCC(C2)N1C(=O)OCC1CCCC2=C1N=C(S2)N (2-amino-4,5,6,7-tetrahydrobenzo[d]thiazol-4-yl)methanol 8-azaspiro[bicyclo[3.2.1]octane-3,1'-cyclobutane]-8-carboxylate